maleic acid diisooctyl ester sodium [Na].C(CCCCC(C)C)OC(\C=C/C(=O)OCCCCCC(C)C)=O